C(C)N(S(=O)(=O)C1=CC=C(C=C1)S(=O)(=O)N1C[C@@H](CCC1)C(=O)N1C[C@H](CC1)OC)CC N,N-Diethyl-4-(((R)-3-((S)-3-methoxypyrrolidine-1-carbonyl)piperidin-1-yl)sulfonyl)benzenesulfonamide